1-ethyl-3-methylimidazolium-bis(pentafluoroethylsulfonyl)imide [N-](S(=O)(=O)C(F)(F)C(F)(F)F)S(=O)(=O)C(F)(F)C(F)(F)F.C(C)N1C=[N+](C=C1)C